4,6-difluoro-5-iodo-1-methyl-1,3-benzodiazole FC1=C(C(=CC=2N(C=NC21)C)F)I